CN1C2=CC=CC=C2N(C=2C=CC=CC12)C1=C(C=C(C(=C1C1=CC(=CC=C1)C=1OC2=C(N1)C=CC=C2)N2C=1C=CC=CC1N(C1=CC=CC=C21)C)N2C=1C=CC=CC1N(C1=CC=CC=C21)C)C2=CC(=CC=C2)C=2OC1=C(N2)C=CC=C1 2,2'-(2',4',5'-tris(10-methylphenazin-5(10H)-yl)-[1,1':3',1''-terphenyl]-3,3''-diyl)bis(benzo[d]oxazole)